N1NNNCCCCCCCCC1 tetraazacyclotridecan